6-{2-[(tert-butyldiphenylsilyl)oxy]-1-hydroxyethyl}-4-(trifluoromethyl)-2,3-dihydroisoindol-1-one [Si](C1=CC=CC=C1)(C1=CC=CC=C1)(C(C)(C)C)OCC(O)C1=CC(=C2CNC(C2=C1)=O)C(F)(F)F